COC(=O)[C@@H]1C[C@@H](C1)C1=NC=CC=C1 cis-Methyl-3-(pyridin-2-yl)cyclobutane-1-carboxylate